C(C)(C)(C)C=1C=C(C(=O)O)C(=CN1)O 2-(tert-butyl)-5-hydroxyisonicotinic acid